7-fluoro-2H-benzo[e][1,2,4]thiadiazine-3(4H)-one 1,1-dioxide FC1=CC2=C(NC(NS2(=O)=O)=O)C=C1